4-(4-(6-amino-5-(trifluoromethyl)pyridin-3-yl)-6-morpholino-1,3,5-triazin-2-yl)piperazine-1-carboxylic acid tert-butyl ester C(C)(C)(C)OC(=O)N1CCN(CC1)C1=NC(=NC(=N1)C=1C=NC(=C(C1)C(F)(F)F)N)N1CCOCC1